ClC=1C=C2C=NN(C2=CC1N1CCC(CC1)(O)C1=CN=CS1)C=1C=NN(C1)C1CC1 1-[5-chloro-1-(1-cyclopropyl-1H-pyrazol-4-yl)-1H-indazol-6-yl]-4-(1,3-thiazol-5-yl)piperidin-4-ol